C1(CCCCC1)NC=1C2=C(N=CC1C#CCNC1=CC=C(C=C1)OC)NC=C2 N-cyclohexyl-5-(3-((4-methoxyphenyl)amino)prop-1-yn-1-yl)-1H-pyrrolo[2,3-b]pyridin-4-amine